2-acetyl-3-(3,5-di-tert-butyl-4-hydroxy-phenyl)-acrylic acid ethyl ester C(C)OC(C(=CC1=CC(=C(C(=C1)C(C)(C)C)O)C(C)(C)C)C(C)=O)=O